(R)-6-bromo-1-(1-(2,4-dichlorophenyl)ethyl-2,2,2-d3)-4-methyl-1H-benzo[d][1,2,3]triazole BrC=1C=C(C2=C(N(N=N2)[C@H](C([2H])([2H])[2H])C2=C(C=C(C=C2)Cl)Cl)C1)C